C(C1=CC=CC=C1)NC(=O)N([C@@H]1CC[C@H](CC1)NC(OC(C)(C)C)=O)C1=CC=C(C=C1)C1=CC(N(C=C1)C)=O tert-butyl (trans-4-((benzylcarbamoyl)(4-(1-methyl-2-oxo-1,2-dihydropyridin-4-yl)phenyl)amino)cyclohexyl)carbamate